Zirconium-silicon [Si].[Zr]